ClC=1C(N(C(=CC1OCC1=NC=C(C=C1F)F)C)C1=CC(=NC=C1C)C1=NN(C=C1)C(C(=O)OCC)(C)C)=O ethyl 2-(3-{3-chloro-4-[(3,5-difluoropyridin-2-yl)methoxy]-5',6-dimethyl-2-oxo-[1,4'-bipyridin]-2'-yl}pyrazol-1-yl)-2-methylpropanoate